N1=C(C=NC(=C1)C(=O)[O-])C(=O)[O-] pyrazine-2,5-dicarboxylate